N,N,N',N'-tetramethyl-1,2-diaminoethane CN(CCN(C)C)C